2,4,6,8-tetra(cyclohexylmethyl)-2,4,6,8-tetraazaadamantane-9,10-dione C1(CCCCC1)CN1C2N(C3N(C(N(C1C3=O)CC3CCCCC3)C2=O)CC2CCCCC2)CC2CCCCC2